ClC1=CC=C2C(CN(CC2=C1)C)(F)F 7-chloro-4,4-difluoro-2-methyl-1,2,3,4-tetrahydroisoquinoline